4-((2R,4s,6S)-2-cyano-7-((5-cyclopropyl-7-methyl-1H-indol-4-yl)methyl)-7-azaspiro[3.5]nonan-6-yl)-N-((2-oxo-1,2-dihydropyridin-3-yl)methyl)benzamide C(#N)C1CC2(C1)C[C@H](N(CC2)CC2=C1C=CNC1=C(C=C2C2CC2)C)C2=CC=C(C(=O)NCC=1C(NC=CC1)=O)C=C2